C(C)(C)(C)C1=CC(=NO1)NC1=NC2=C(N1C)C=C(C=C2)OC2=CC(=NC=C2)NC(=O)[C@H]2C(C2)(F)F (S)-N-(4-((2-((5-(tert-butyl)isoxazol-3-yl)amino)-1-methyl-1H-benzo[d]imidazol-6-yl)oxy)pyridin-2-yl)-2,2-difluorocyclopropane-1-carboxamide